1,4-diamino-2,3,5-tris(trifluoromethoxy)benzene NC1=C(C(=C(C(=C1)OC(F)(F)F)N)OC(F)(F)F)OC(F)(F)F